ClC1=CC=C(C=N1)CN1C(CN(CC1)C(=O)OC(C)(C)C)(C)C tert-butyl 4-((6-chloropyridin-3-yl) methyl)-3,3-dimethylpiperazine-1-carboxylate